BrC1=CN=C(S1)NC(OC(C)(C)C)=O tert-butyl N-(5-bromo-1,3-thiazol-2-yl)carbamate